FC1=C(C(=CC=C1)F)C=1C(=NC=C(C1)F)C1(CC(=NO1)N1C[C@H](CC1)NS(=O)(=O)C)CF N-[(3S)-1-{5-[3-(2,6-difluorophenyl)-5-fluoropyridin-2-yl]-5-(fluoromethyl)-4,5-dihydro-1,2-oxazol-3-yl}pyrrolidin-3-yl]methanesulfonamide